ClC1=C(C=CC=C1C1=NC(=C(C=C1)C=O)OC)C1=CC=NC(=C1C#N)C1=CC(=C(C=C1)C=O)OC 4-(2-Chloro-3-(5-formyl-6-methoxypyridin-2-yl)phenyl)-2-(4-formyl-3-methoxyphenyl)nicotinonitrile